2-(((1-(3-((1-(4-chlorophenyl)-2-(6'-methoxyspiro[cyclopropane-1,3'-indolin]-1'-yl)-2-oxoethyl)amino)-5-methoxyphenyl)ethylidene)amino)oxy)-2-methyl-N-(methylsulfonyl)propanamide ClC1=CC=C(C=C1)C(C(=O)N1CC2(C3=CC=C(C=C13)OC)CC2)NC=2C=C(C=C(C2)OC)C(C)=NOC(C(=O)NS(=O)(=O)C)(C)C